(E)-3-(3,4-dihydroxyphenyl)-N-((1-(2-methoxybenzyl)-1H-1,2,3-triazol-4-yl)methyl)acrylamide OC=1C=C(C=CC1O)/C=C/C(=O)NCC=1N=NN(C1)CC1=C(C=CC=C1)OC